C(#N)C(C)C=1N=C(NC1)CCCCCCCCCCC.C(C=1C(C(=O)O)=CC(C(=O)O)=CC1)(=O)O trimellitic acid 1-cyanoethyl-2-undecylimidazole salt